COC=1C=C2C[C@@H](N[C@H](C2=CC1)C1=CC=C(C#N)C=C1)C 4-[(1S,3S)-6-methoxy-3-methyl-1,2,3,4-tetrahydroisoquinolin-1-yl]benzonitrile